FC=1C=C2C(=NC=NC2=CC1)N[C@H](C(=O)O)CCN(CCCCC1=NC=2NCCCC2C=C1)C[C@@H](C)OC (S)-2-((6-fluoroquinazolin-4-yl)amino)-4-(((R)-2-methoxypropyl)(4-(5,6,7,8-tetrahydro-1,8-naphthyridin-2-yl)butyl)amino)butanoic acid